trans-[5-[2-Cyclopropyl-6-(oxan-4-ylmethoxy)pyridin-4-carbonyl]-3a-methoxy-3,4,6,6a-tetrahydro-1H-pyrrolo[3,4-c]pyrrol-2-yl]-(1H-benzotriazol-5-yl)methanon C1(CC1)C1=NC(=CC(=C1)C(=O)N1C[C@H]2[C@](C1)(CN(C2)C(=O)C2=CC1=C(NN=N1)C=C2)OC)OCC2CCOCC2